(S)-N-(1-(2-(3-amino-3-oxo-propyl)-2-(2-fluoroacetyl)hydrazino)-3-cyclohexyl-1-oxo-propan-2-yl)-4-methoxy-1H-indole-2-carboxamide NC(CCN(NC([C@H](CC1CCCCC1)NC(=O)C=1NC2=CC=CC(=C2C1)OC)=O)C(CF)=O)=O